CC1(O[C@H]([C@@H](O1)CP(C1=CC=CC=C1)C1=CC=CC=C1)CP(C1=CC=CC=C1)C1=CC=CC=C1)C (((4R,5R)-2,2-dimethyl-1,3-dioxolan-4,5-diyl)bis(methylene))bis(diphenylphosphine)